3-(3-(Dimethylamino)propylamino)-propylamin CN(CCCNCCCN)C